CC1=NN(C2=NC(=NC=C21)N)CC2=CC(=CC=C2)[N+](=O)[O-] methyl-1-(3-nitrobenzyl)-1H-pyrazolo[3,4-d]pyrimidin-6-amine